NC1=C2N=CN(C2=NC=N1)C[C@H](C)O (S)-1-(6-Amino-9H-purin-9-yl)propan-2-ol